4-(5-(3-(2,4-dimethoxybenzyl)-2,4-dioxotetrahydropyrimidin-1(2H)-yl)pyridin-2-yl)-3-ethylpiperazine-1-carboxylate COC1=C(CN2C(N(CCC2=O)C=2C=CC(=NC2)N2C(CN(CC2)C(=O)[O-])CC)=O)C=CC(=C1)OC